C(CCCCCCCCCCCCCCCCC)(=O)NCCN(C(CCCCCCCCC(=O)N)=O)CCNC(CCCCCCCCCCCCCCCCC)=O N,N-bis(2-stearamidoethyl)-sebacamide